C(C)(C)C=1C=CC(=NC1)N1CC(C1)O (5-isopropylpyridin-2-yl)azetidin-3-ol